OC1=C(C=CC(=C1)C(F)(F)F)C1=C(C=C(N=N1)N[C@H]1CN(CCC1)CC(=O)N1C[C@H](CC1)O)C 2-((R)-3-((6-(2-hydroxy-4-(trifluoromethyl)phenyl)-5-methylpyridazin-3-yl)amino)piperidin-1-yl)-1-((S)-3-hydroxypyrrolidin-1-yl)ethan-1-one